6,6-difluorospiro[3.3]heptan-2-amine FC1(CC2(CC(C2)N)C1)F